N-(6-(1H-benzo[d][1,2,3]triazol-1-yl)-1-(6-methyl-4,8-dioxo-1,3,6,2-dioxazaborocan-2-yl)hex-2-yn-1-yl)-4-nitrobenzenesulfonamide N1(N=NC2=C1C=CC=C2)CCCC#CC(B2OC(CN(CC(O2)=O)C)=O)NS(=O)(=O)C2=CC=C(C=C2)[N+](=O)[O-]